5-((benzyl-((S)-1-chloroprop-2-yl)amino)methyl)pyrrolidin-2-one C(C1=CC=CC=C1)N([C@H](CCl)C)CC1CCC(N1)=O